C(=C)C1=NC=C2NC=NC2=N1 vinylpurine